ClC1(C(C(C1(F)F)(F)F)(Cl)F)Cl 1,1,2-trichloro-pentafluorocyclobutane